COC1=CC=C(CN(S(=O)(=O)[C@@H](C(C)C)[C@H](CC=C)C)CC2=CC=C(C=C2)OC)C=C1 (3S,4S)-N,N-BIS(4-METHOXYBENZYL)-2,4-DIMETHYLHEPT-6-ENE-3-SULFONAMIDE